C(C)(C)(C)OC(N[C@@H]1C2=CC=CC=C2CC12CCN(CC2)C2=NC(=C(C(=C2)C#N)C2=C(C(=CC=C2)Cl)Cl)C)=O ((1S)-1'-(4-cyano-5-(2,3-dichlorophenyl)-6-methylpyridin-2-yl)-1,3-dihydrospiro[inden-2,4'-piperidin]-1-yl)carbamic acid tert-butyl ester